1-([1,1'-biphenyl]-4-yl)-3-(phenylsulfonyl)propan-1-one C1(=CC=C(C=C1)C(CCS(=O)(=O)C1=CC=CC=C1)=O)C1=CC=CC=C1